3-chloro-7-fluoro-6-(4-iodo-2-methyl-pyrazol-3-yl)quinoline-5-carbonitrile ClC=1C=NC=2C=C(C(=C(C2C1)C#N)C=1N(N=CC1I)C)F